COC1=NC=C(C2=C1N=C(S2)NC(=O)N2CC1(CC2)CCOCC1)C1=C[C@@H](CCC1)C 8-Oxa-2-aza-spiro[4.5]decane-2-carboxylic acid [4-methoxy-7-((R)-3-methyl-cyclohex-1-enyl)-thiazolo[4,5-c]pyridin-2-yl]-amide